C(C1=CC=CC=C1)NC(NC1=CC=C(C=C1)S(=O)(=O)N1CCCCC1)=O 3-benzyl-1-[4-(piperidine-1-sulfonyl)phenyl]urea